N-(9H-purin-2-yl)azetidine-3-carboxamide trifluoroacetate FC(C(=O)O)(F)F.N1=C(N=C2NC=NC2=C1)NC(=O)C1CNC1